(1H-1,2,4-Triazol-3-yl)methyl (1-((3-chloro-4-fluorophenyl)carbamoyl)-2-methyl-3-(trifluoromethyl)-2,4,5,6-tetrahydrocyclopenta[c]pyrrol-4-yl)carbamate ClC=1C=C(C=CC1F)NC(=O)C=1N(C(=C2C1CCC2NC(OCC2=NNC=N2)=O)C(F)(F)F)C